C1(=CC=CC=C1)SC1=CC=C(C=C1)C(C(CCCCCC)=O)=O 1-[4-(phenylsulfanyl)phenyl]-1,2-octanedione